5-(benzyloxy)-N-((1-(dimethylamino)cyclopentyl)methyl)-2-methylbenzofuran-3-carboxamide C(C1=CC=CC=C1)OC=1C=CC2=C(C(=C(O2)C)C(=O)NCC2(CCCC2)N(C)C)C1